O.O.ClC(C(=O)C(F)(F)Cl)(F)F 1,3-dichloro-1,1,3,3-tetrafluoroacetone hydrate hydrate